C1CCC12CC(C2)O.[N] nitrogen Spiro[3.3]heptan-6-ol